FC(C)(F)C=1C=CC=2N(C1)C(=C(N2)N2CC=1C=C3C(=CC1C2=O)OC(O3)(F)F)S(=O)(=O)CC 6-[6-(1,1-difluoroethyl)-3-ethylsulfonyl-imidazo[1,2-a]pyridin-2-yl]-2,2-difluoro-5H-[1,3]dioxolo[4,5-f]isoindol-7-one